N-(2,5-dimethyl-4-(pyridin-4-ylthio)phenyl)-2-((4-methoxybenzyl)oxy)pyrazolo[1,5-a]pyridine-3-carboxamide CC1=C(C=C(C(=C1)SC1=CC=NC=C1)C)NC(=O)C=1C(=NN2C1C=CC=C2)OCC2=CC=C(C=C2)OC